[Mg].[Sn].[Si].[Mg] magnesium silicon tin magnesium